C(#CC#CN)C#CC#CN TETRAACETYLENDIAMIN